OC1=C(C=C(C=C1CN1C(C=2CCCCC2C1=O)=O)C)N1N=C2C(=N1)C=CC=C2 2-[2-hydroxy-3-(4,5,6,7-tetrahydro-1,3-Dioxo-1H-isoindol-2-ylmethyl)-5-methylphenyl]-2H-benzotriazole